phenyl (3-cyano-4-methylphenyl)carbamate C(#N)C=1C=C(C=CC1C)NC(OC1=CC=CC=C1)=O